2,6-diethyl-3,5-difluoro-4-methoxymethylbenzyl (1RS)-cis-3-[(Z)-2-chloro-3,3,3-trifluoro-1-propenyl]-2,2-dimethylcyclopropanecarboxylate Cl\C(=C/[C@@H]1C([C@@H]1C(=O)OCC1=C(C(=C(C(=C1CC)F)COC)F)CC)(C)C)\C(F)(F)F